1-(5-(4-aminophenyl)pyrazolo[1,5-a]pyrimidin-7-yl)pyrrolidin-3-ol NC1=CC=C(C=C1)C1=NC=2N(C(=C1)N1CC(CC1)O)N=CC2